O1C=2C(OCC1COCCCCS(=O)(=O)O)=CSC2 4-(2,3-dihydrothieno[3,4-b][1,4]dioxin-2-ylmethoxy)-1-butane-sulfonic acid